C(C)OC(=O)C=1C=NN(C1)C1=NC(=C2N=CN(C2=N1)CC1=CC=C(C=C1)S(=O)(=O)C)OCC1=CC=CC=C1 1-(6-(benzyloxy)-9-(4-(methylsulfonyl)benzyl)-9H-purin-2-yl)-1H-pyrazole-4-carboxylic acid ethyl ester